N-{[3-(4-{[(3S,4R)-3-fluoro-1-methylpiperidin-4-yl]amino}-1-(2,2,2-trifluoroethyl)-1H-indol-2-yl)-1,2,4-oxadiazol-5-yl]methyl}-5-[1-(hydroxymethyl)cyclopropyl]thiophene-2-carboxamide F[C@H]1CN(CC[C@H]1NC1=C2C=C(N(C2=CC=C1)CC(F)(F)F)C1=NOC(=N1)CNC(=O)C=1SC(=CC1)C1(CC1)CO)C